N-[5-[5-[(4-chloro-1-tetrahydropyran-2-yl-indazol-5-yl)amino]-1,3,4-oxadiazol-2-yl]-1-methyl-2-oxo-3-pyridyl]-1-methyl-pyrazole-4-carboxamide ClC1=C2C=NN(C2=CC=C1NC1=NN=C(O1)C=1C=C(C(N(C1)C)=O)NC(=O)C=1C=NN(C1)C)C1OCCCC1